NOC[C@@H](CC1=C(C=C(C=C1)C)C)NC(=O)C1=CC=2N(N=C1OC1=C(C(=CC=C1)Cl)F)C=CC2 |r| N-[(2RS)-1-(aminooxy)-3-(2,4-dimethylphenyl)propan-2-yl]-2-(3-chloro-2-fluorophenoxy)pyrrolo[1,2-b]pyridazine-3-carboxamide